[OH-].C1(=CC=C(C=C1)C[N+]1(CCCC1)C)C[N+]1(CCCC1)C.[OH-] p-xylylene-bis((N-methyl)N-pyrrolidinium) hydroxide